methyl-1,3-butylene glycol Acetate CC(CCOC(=O)C)OC